4-(hydroxy(5-(thien-2-yl)-1,3,4-oxadiazol-2-yl)methyl)piperidine-1-carboxylic acid tert-butyl ester C(C)(C)(C)OC(=O)N1CCC(CC1)C(C=1OC(=NN1)C=1SC=CC1)O